BrCCC=1C=C2C=C(C=NC2=CC1)C=1C=NN(C1)C 6-(2-bromoethyl)-3-(1-methyl-1H-pyrazol-4-yl)quinoline